O=C1OCC2=C1C=CC(=C2)N2N=C1N(C2=O)[C@@H](CC1)C1=CC=CC=C1 (5S)-2-(1-oxo-1,3-dihydro-2-benzofuran-5-yl)-5-phenyl-2,5,6,7-tetrahydro-3H-pyrrolo[2,1-c][1,2,4]triazol-3-one